1'-{2-[4-(azetidine-1-carbonyl)-3-fluorophenoxy]eth-yl}-5-chloro-1,2-dihydrospiro[indole-3,4'-piperidin]-2-one N1(CCC1)C(=O)C1=C(C=C(OCCN2CCC3(CC2)C(NC2=CC=C(C=C23)Cl)=O)C=C1)F